5-(tert-butyl)-N-(4-(5-fluoropyrrolo[2,1-f][1,2,4]triazin-4-yl)-2-methylbenzyl)-1,2,4-oxadiazole-3-carboxamide C(C)(C)(C)C1=NC(=NO1)C(=O)NCC1=C(C=C(C=C1)C1=NC=NN2C1=C(C=C2)F)C